C(C)(C)(C)OC(N(C)C1(CC1)C1=CC(=CC(=C1)F)F)=O.Cl[Si](C=C)(C)C1=CC=CC=C1 chloro(phenyl)(methyl)(vinyl)silane tert-butyl-(1-(3,5-difluorophenyl)cyclopropyl)(methyl)carbamate